1-methoxy-4-((1-methylcyclohexyl)methyl)benzene COC1=CC=C(C=C1)CC1(CCCCC1)C